C1CCC2=C(C=CC=C12)C1=C(C=C2C(=N1)C(=NN2)C=2C=NN(C2)C2CN(C2)C(=O)[C@H]2N(CC2)CCF)OC (S)-(3-(4-(5-(2,3-Dihydro-1H-inden-4-yl)-6-methoxy-1H-pyrazolo[4,3-b]pyridin-3-yl)-1H-pyrazol-1-yl)azetidin-1-yl)(1-(2-fluoroethyl)azetidin-2-yl)methanone